NC=1C2=C(N=CN1)N(C(=C2C2=CC[C@H](CC2)C(=O)NCC(C)(C)OC)C2=CC=C(C=C2)NC(C(=C)C)=O)C (S)-4-(4-amino-6-(4-methacrylamido-phenyl)-7-methyl-7H-pyrrolo[2,3-d]pyrimidin-5-yl)-N-(2-methoxy-2-methylpropyl)cyclohex-3-ene-1-carboxamide